5-(diethylamino)pentanoate C(C)N(CCCCC(=O)[O-])CC